C(C)(C)(C)[Si](OC=1C=C(C=CC1Cl)NC(OC(C)(C)C)=O)(C)C tert-butyl (3-((tertbutyldimethylsilyl)oxy)-4-chlorophenyl)carbamate